CC(C1CC1)O cyclopropylethanol